ClC1=CC=C2C(=CNC2=C1Cl)C1=NC(=NC=C1C(F)(F)F)N[C@@H]1CNCCCC1 (S)-N-(4-(6,7-dichloro-1H-indol-3-yl)-5-(trifluoromethyl)pyrimidin-2-yl)azepan-3-amine